BrC1=CC=C(C=C1)C1=NNC(=C1C1=C(C=CC=C1)C(F)(F)F)C1=C(C(=O)O)C=CC=C1 [3-(4-bromophenyl)-4-[2-(trifluoromethyl)phenyl]-1H-pyrazol-5-yl]Benzoic acid